(R)-6-Methoxy-2-methyl-7-((7-(piperidin-1-yl)heptyl)oxy)-N-(1-(3-(trifluoro-methyl)phenyl)ethyl)quinazolin-4-amine COC=1C=C2C(=NC(=NC2=CC1OCCCCCCCN1CCCCC1)C)N[C@H](C)C1=CC(=CC=C1)C(F)(F)F